C(CCC)C=1N(C(=C(N1)Cl)C(=O)O)CC1=CC=C(C=C1)C1=C(C=CC(=C1)OC1=NC=CC=C1)C=1N=NNN1 2-Butyl-4-chloro-1-((5'-(pyridin-2-yloxy)-2'-(2H-tetrazol-5-yl)-[1,1'-biphenyl]-4-yl)methyl)-1H-imidazole-5-carboxylic Acid